(S)-4-(2-((3-aminopyrrolidin-1-yl)methyl)-5-(3-fluoro-4-methoxyphenyl)-1-methyl-1H-pyrrolo[2,3-c]pyridin-4-yl)benzonitrile N[C@@H]1CN(CC1)CC1=CC=2C(=CN=C(C2C2=CC=C(C#N)C=C2)C2=CC(=C(C=C2)OC)F)N1C